P(=O)(OC(CCCCC)=O)([O-])[O-] caproyl phosphate